6-(8-methyl-5,6,7,8-tetrahydro-[1,2,4]triazolo[4,3-a]pyridin-3-yl)-4-((methylamino)methyl)-2,3-dihydro-1H-pyrrolo[3,4-c]pyridin-1-one CC1C=2N(CCC1)C(=NN2)C2=CC1=C(C(=N2)CNC)CNC1=O